[2-(2,5-difluoro-4-pentoxy-phenyl)-3,4-difluoro-5-propoxy-phenyl] trifluoromethanesulfonate FC(S(=O)(=O)OC1=C(C(=C(C(=C1)OCCC)F)F)C1=C(C=C(C(=C1)F)OCCCCC)F)(F)F